O1C(CCCCCCCCCCCC1)=O oxacyclotetradecan-2-one